O1COC2=C1C=CC(=C2)NC2=NC=C(C(=N2)N2N=CC(=C2)NC(=O)N[C@@H](CO)C2=CC(=CC=C2)Cl)C (R)-1-(1-(2-(benzo[d][1,3]dioxol-5-ylamino)-5-methylpyrimidin-4-yl)-1H-pyrazol-4-yl)-3-(1-(3-chloro-phenyl)-2-hydroxy-ethyl)urea